CC1=CC=C(C=C1)S(=O)(=O)OC1C=CC(S1)=C(C#N)C1=C(C=CC=C1)C (5-(p-toluenesulfonyl)oxy-5H-thiophen-2-ylidene)(2-methylphenyl)acetonitrile